CC1(CCOC=2CCC(C(C12)=O)C)C 4,4,6-trimethyl-2,3,4,6,7,8-hexahydro-5H-chromen-5-one